O(C1=CC=CC=C1)[SiH2]OC1=CC=CC=C1 Diphenoxysilane